ClC=1C=CC(=NC1)C1=C(C(=NC=C1)NC1=C(C=NC(=C1)NC(=O)C1CC1)C(=O)NC([2H])([2H])[2H])OC 4-({5-Chloro-3'-methoxy-[2,4'-bipyridin]-2'-yl}amino)-6-cyclopropanamido-N-(2H3)methylpyridin-3-carboxamid